carboxybenzyl-(CBZ)-histidine C(=O)(O)C(N(C(=O)OCC1=CC=CC=C1)CC1=CC=CC=C1)(CC1=CNC=N1)C(=O)O